[Si](OC1CCCCC1)([O-])([O-])[O-] cyclohexyl orthosilicate